O1C2=C(CC1)C=C1C=CC=CC1=C2 2,3-dihydronaphtho[2,3-B]furan